BrC=1C=C(C(N(C1)CC1CC1)=O)C(F)(F)F 5-bromo-1-(cyclopropylmethyl)-3-(trifluoromethyl)pyridin-2(1H)-one